1-aminoallyl-uracil NC(C=C)C=1C(NC(NC1)=O)=O